C1(CC1)C=1C=CC=2N(C1)C=C(N2)CN2N=NC(=C2)C(=O)NCC2=C(C(=CC=C2C(=O)NN)OC)F 1-((6-cyclopropylimidazo[1,2-a]pyridin-2-yl)methyl)-N-(2-fluoro-6-(hydrazinecarbonyl)-3-methoxybenzyl)-1H-1,2,3-triazole-4-carboxamide